NCC1=CC(=C(C#N)C=C1)F 4-(aminomethyl)-2-fluoro-benzonitrile